5-(2,4-dimethoxypyrimidin-5-yl)-7-(3-fluoro-3-(trifluoromethyl)azetidin-1-yl)-[1,2,4]triazolo[1,5-a]pyrimidine COC1=NC=C(C(=N1)OC)C1=NC=2N(C(=C1)N1CC(C1)(C(F)(F)F)F)N=CN2